FC=1C=C2C=C(NC2=C(C1)F)C(=O)O 5,7-difluoroindole-2-formic acid